FC(C(=O)N1CC(CCC1)CO)(F)C=1C=C(C(=O)NC2=CC(=C(C=C2)F)F)C=CC1F 3-(1,1-difluoro-2-(3-(hydroxymethyl)piperidin-1-yl)-2-oxoethyl)-N-(3,4-difluorophenyl)-4-fluorobenzamide